FC1=C(C=CC(=C1F)C=1N=C2SC3=C(N2C1)C=C(C(=C3)C(NCCCN3CCC(CC3)F)=O)OC)C3N(CCC3)C(=O)OC(C)(C)C tert-butyl 2-(2,3-difluoro-4-(7-((3-(4-fluoropiperidin-1-yl)propyl)carbamoyl)-6-methoxybenzo[d]imidazo[2,1-b]thiazol-2-yl)phenyl)pyrrolidine-1-carboxylate